NC1CCN(CC1)C(N)=N 4-Amino-1-Carbamimidoylpiperidin